CC(=O)O[C@@H](C1=CC=CC=C1)C(=O)O (+)-O-Acetyl-L-mandelic acid